NC12CC(C1)C2 aminobicyclo[1.1.1]pentane